NCCOCCNC(C1=C(C=C(C=C1)NC=1C=2N(C=CN1)C(=CN2)C2=C(C=C(C=C2F)OC)F)CC)=O N-[2-(2-aminoethoxy)ethyl]-4-[[3-(2,6-difluoro-4-methoxyphenyl)imidazo[1,2-a]pyrazin-8-yl]amino]-2-ethylbenzamide